C12C(C(CC(C1(C)C)C2)O)(C)O (+)-pinane-2,3-diol